C1(=CC=CC=C1)[N+]#N.CC1=CC=C(C=C1)S(=O)(=O)[O-] 4-methylbenzenesulfonic acid benzenediazonium salt